C(C)OC(CCC=C1CCN(CC1)C(=O)OC(C)(C)C)=O tert-butyl 4-(4-ethoxy-4-oxobutylidene)piperidine-1-carboxylate